5-methoxy-7-methyl-1H-indol-Triethylamine COC1=C(C=2C(=C(NC2C(=C1)C)CCN)CCN)CCN